FC(C=1N=C(C2=C(N1)NC=C2)C=2C=CC(=NC2)N2CC1N(C(C2)C1)CC1=C(C=CC(=C1)F)O)F ((3-(5-(2-difluoromethyl-7H-pyrrolo[2,3-d]pyrimidin-4-yl)pyridin-2-yl)-3,6-diazabicyclo[3.1.1]heptan-6-yl)methyl)-4-fluorophenol